FC1=CC=C(C=C1)NC(=O)C1(CC1)C(=O)NC1=CC=C(C=C1)OC1=CC=NC2=CC(=C(N=C12)C=1C=NN(C1)C)OC 1-N'-(4-fluorophenyl)-1-N-[4-[[7-methoxy-6-(1-methylpyrazol-4-yl)-1,5-naphthyridin-4-yl]oxy]phenyl]cyclopropane-1,1-dicarboxamide